Cl.O[C@@]1([C@H](CNC1)S(=O)(=O)C1=CC=C(C#N)C=C1)CO 4-(((3S,4R)-4-hydroxy-4-(hydroxymethyl)pyrrolidin-3-yl)sulfonyl)benzonitrile, Hydrochloride